COC1=CC=C(C(=O)N2CC(CC2)(N2N=NNC2=O)COC2=CC=C(C=C2)C2=CC=C(C=C2)C#N)C=C1 4'-((1-(4-methoxybenzoyl)-3-(5-oxo-4,5-dihydro-1H-tetrazol-1-yl)pyrrolidin-3-yl)methoxy)-[1,1'-biphenyl]-4-carbonitrile